5-chloro-1'-(2-{[6-(3-hydroxy-3-methylazetidin-1-yl)-5-(trifluoro-methyl)pyridin-3-yl]oxy}ethyl)-1,2-dihydrospiro[indole-3,4'-piperidin]-2-one ClC=1C=C2C(=CC1)NC(C21CCN(CC1)CCOC=1C=NC(=C(C1)C(F)(F)F)N1CC(C1)(C)O)=O